N1C=NC2=C1C=CC(=C2)S(=O)(=O)NC(=O)NC2=C1CCCC1=CC=1CCCC21 1-(1H-benzoimidazole-5-sulfonyl)-3-(1,2,3,5,6,7-hexahydro-s-indacen-4-yl)-urea